(R)-2-((S)-2-cyclopentyl-2-hydroxy-2-phenylacetyl)-N-((R)-4-hydroxy-3-oxo-1-((S)-2-oxopyrrolidin-3-yl)butan-2-yl)-2-azabicyclo[2.2.2]octane-3-carboxamide C1(CCCC1)[C@@](C(=O)N1C2CCC([C@@H]1C(=O)N[C@H](C[C@H]1C(NCC1)=O)C(CO)=O)CC2)(C2=CC=CC=C2)O